N-(3-(2-oxa-5-azabicyclo[2.2.1]hept-5-yl)-1H-pyrazolo[4,3-c]pyridin-6-yl)acetamide hydrochloride Cl.C12OCC(N(C1)C1=NNC3=C1C=NC(=C3)NC(C)=O)C2